Methyl-oxazinolate CC1=C(NOC=C1)[O-]